1-{[2-(trimethylsilyl)ethoxy]Methyl}-1H-pyrazole-3-carboxamide C[Si](CCOCN1N=C(C=C1)C(=O)N)(C)C